Cl.C1(=CC=CC=C1)C[C@@H](CC[C@H](CC1=CC=CC=C1)N)N (2R,5R)-1,6-diphenylhexane-2,5-diamine hydrochloride